tert-butyl (1-benzyl-1,2,3,4-tetrahydroquinolin-3-yl)carbamate C(C1=CC=CC=C1)N1CC(CC2=CC=CC=C12)NC(OC(C)(C)C)=O